ClC1=C(OCC2=NN=C(O2)S)C(=CC(=C1)Cl)Cl 5-((2,4,6-trichlorophenoxy)methyl)-1,3,4-oxadiazole-2-thiol